3-(4-(carboxymethyl)phenylaminocarbonyl)-2,5-dihydroxybenzoic acid C(=O)(O)CC1=CC=C(C=C1)NC(=O)C=1C(=C(C(=O)O)C=C(C1)O)O